ethyl-(±)-trans-1-benzyl-4-methylpyrrolidine-3-carboxylate C(C)OC(=O)[C@@H]1CN(C[C@H]1C)CC1=CC=CC=C1 |r|